COC=1C=C2CCN3[C@@H](C2=CC1OC)CCC3 (R)-8,9-dimethoxy-1,2,3,5,6,10b-hexahydropyrrolo[2,1-a]isoquinoline